C(C=C)(=O)OCCN1C(CCC1)=O 1-(2-acryloyloxyethyl)-2-pyrrolidone